1-isopropyl-4-methyl-2-((2-pentylcyclopentylidene)ethoxy)benzene antimony [Sb].C(C)(C)C1=C(C=C(C=C1)C)OCC=C1C(CCC1)CCCCC